tert-butyl (1S,2R,3R,5R)-2-fluoro-3-([5-[2-(methoxymethoxy)-4-(4,4,5,5-tetramethyl-1,3,2-dioxaborolan-2-yl)phenyl]pyrazin-2-yl](methyl)amino)-8-azabicyclo[3.2.1]octane-8-carboxylate F[C@H]1[C@@H]2CC[C@H](C[C@H]1N(C)C1=NC=C(N=C1)C1=C(C=C(C=C1)B1OC(C(O1)(C)C)(C)C)OCOC)N2C(=O)OC(C)(C)C